(R)-1-(7-(8-ethynyl-7-fluoro-3-(trifluoromethyl)naphthalen-1-yl)-8-fluoro-4-(methyl(pyrrolidin-2-ylmethyl)amino)pyrido[4,3-d]pyrimidin-2-yl)-4-methylpiperidin-4-ol C(#C)C=1C(=CC=C2C=C(C=C(C12)C1=C(C=2N=C(N=C(C2C=N1)N(C[C@@H]1NCCC1)C)N1CCC(CC1)(O)C)F)C(F)(F)F)F